C(C1CO1)N(C1=CC=C(C=C1)CC1=CC=C(C=C1)N(CC1CO1)CC1CO1)CC1CO1 bis[4-(diglycidylamino)phenyl]methane